C1(CC1)C(=O)NC1=NC=C(C(=O)NC([2H])([2H])[2H])C(=C1)NC1=C2N(C(C=3N(C2=CC=C1)N=CC3)([2H])[2H])C 6-(cyclopropanecarboxamido)-N-(methyl-d3)-4-((5-methyl-4,5-dihydropyrazolo[1,5-a]quinoxalin-6-yl-4,4-d2)amino)nicotinamide